5-(2-Heptadecenyl)-1,3-benzenediol C(C=CCCCCCCCCCCCCCC)C=1C=C(C=C(C1)O)O